C(=C)N1C(C1C(CC(C)C)C)=O N-vinyl-3,5-dimethyl-2-caprolactam